C1(CCC1)OC1(CN(C1)C1=C(C#N)C=C(C=N1)C1=NN(C2=CC=C(C=C12)O[C@H](C)C1=C(C=NC=C1Cl)Cl)C1OCCCC1)C 2-(3-Cyclobutoxy-3-methylazetidin-1-yl)-5-(5-((R)-1-(3,5-dichloropyridin-4-yl)ethoxy)-1-(tetrahydro-2H-pyran-2-yl)-1H-indazol-3-yl)nicotinonitrile